6-Amino-3-(4'-chloro-3-(4-(trifluoromethyl)-1H-pyrazol-1-yl)-1',2'-dihydrospiro[cyclopentane-1,3'-pyrrolo[2,3-b]pyridin]-5'-yl)-2-fluoro-N,N-dimethylbenzamide NC1=CC=C(C(=C1C(=O)N(C)C)F)C=1C(=C2C(=NC1)NCC21CC(CC1)N1N=CC(=C1)C(F)(F)F)Cl